N-(2-((5-cyano-4-((2-fluoro-6-isopropoxyphenyl)amino)pyrimidin-2-yl)amino)-5-(4-ethylpiperazin-1-yl)phenyl)acrylamide C(#N)C=1C(=NC(=NC1)NC1=C(C=C(C=C1)N1CCN(CC1)CC)NC(C=C)=O)NC1=C(C=CC=C1OC(C)C)F